N1C(C1)C1=C(C(=C(C=C1CCCCC)O)C1CCCC(=C1)C)O 3-(aziridin-2-yl)-5'-methyl-4-pentyl-1',2',3',4'-tetrahydro-[1,1'-biphenyl]-2,6-diol